Tert-butyl 6-(8-(benzo[d]thiazol-2-ylcarbamoyl)-3,4-dihydroisoquinolin-2(1H)-yl)-3-(3-ethoxy-3-oxopropyl)picolinate S1C(=NC2=C1C=CC=C2)NC(=O)C=2C=CC=C1CCN(CC21)C2=CC=C(C(=N2)C(=O)OC(C)(C)C)CCC(=O)OCC